(3-(4,4-Bis(methoxymethyl)cyclohexyl)-2-((methyl(2-(methylamino)-ethyl)amino)methyl)-6,7-dihydropyrazolo[1,5-a]pyrazin-5(4H)-yl)(cyclobutyl)methanone COCC1(CCC(CC1)C=1C(=NN2C1CN(CC2)C(=O)C2CCC2)CN(CCNC)C)COC